C(C1=CC=CC=C1)OC1=CC=C2C(=C(C=NC2=C1)C(O)C1=CC=C(C=C1)OC(F)(F)F)Cl (7-(benzyloxy)-4-chloroquinolin-3-yl)(4-(trifluoromethoxy)phenyl)methanol